C1CCC12CCN(CC2)CCNC(=O)C=2C=C(C(=NC2)C)NC(=O)C2=NN=C1N2C=CC(=C1)C=1C=NN(C1)C N-(5-((2-(7-azaspiro[3.5]nonan-7-yl)ethyl)carbamoyl)-2-methylpyridin-3-yl)-7-(1-methyl-1H-pyrazol-4-yl)-[1,2,4]triazolo[4,3-a]pyridine-3-carboxamide